CN(CCN(C1=C(C=C(C(=C1)OC)NC1=NC=C(C(=N1)NC1=C(C=CC=C1)NS(=O)(=O)C1=CC=C(C=C1)C)F)NC(C=C)=O)C)C N-(2-((2-(dimethylamino)ethyl)(methyl)amino)-5-((5-fluoro-4-((2-((4-methylphenyl)sulfonamido)phenyl)amino)pyrimidin-2-yl)amino)-4-methoxyphenyl)acrylamide